C1=C(C=CC2=CC=CC=C12)C1=C2C=NN(C2=CC=C1)CCN1CCOCC1 (2-(4-(naphthalen-2-yl)-1H-indazol-1-yl)ethyl)morpholine